C1(C(C(C(C1([2H])[2H])([2H])[2H])([2H])[2H])([2H])[2H])(C=O)[2H] cyclopentane-d9-1-carbaldehyde